(E)-1-(5-bromo-2-iodo-4-methoxyphenyl)-3,3-diethylazepin BrC=1C(=CC(=C(C1)N1CC(\C=C\C=C1)(CC)CC)I)OC